NCC(=O)OC(CCCCC)=O caproyl glycinate